(4-(4-Cyclopropylphenoxy)butanoyl)glycine tert-butyl ester C(C)(C)(C)OC(CNC(CCCOC1=CC=C(C=C1)C1CC1)=O)=O